N4-(2-chloro-4-fluorophenyl)-2-methyl-N1-((3-(pyrrolidin-1-ylmethyl)oxetan-3-yl)methyl)benzene-1,4-diamine ClC1=C(C=CC(=C1)F)NC1=CC(=C(C=C1)NCC1(COC1)CN1CCCC1)C